(2-Chloroethyl)tris(2-methoxyethoxy)silan ClCC[Si](OCCOC)(OCCOC)OCCOC